C(C)OC([C@@H](NC(C1=CC=C(C=C1)NCS(=O)(=O)C1=C(C=CC=C1)[N+](=O)[O-])=O)CCC(=O)OCC)=O [4-(2-nitrophenylsulfonylmethylamino)benzoyl]-L-glutamic acid diethyl ester